(RS)-4-(2-((4-Morpholinophenyl)amino)pyrimidin-4-yl)-N-(1,1,1-trifluoropropan-2-yl)benzamide O1CCN(CC1)C1=CC=C(C=C1)NC1=NC=CC(=N1)C1=CC=C(C(=O)N[C@@H](C(F)(F)F)C)C=C1 |r|